1,2,3-trifluoropropylene carbonate C1(OC(C(CF)(F)O1)F)=O